(2R,3S,4R,5R)-5-cyano-5-(4-(2-ethylbutanamido)pyrrolo[2,1-f][1,2,4]triazin-7-yl)-4-hydroxy-2-((2-phenylacetoxy)methyl)tetrahydrofuran-3-yl (S)-2-amino-3,3-dimethylbutanoate N[C@H](C(=O)O[C@@H]1[C@H](O[C@]([C@@H]1O)(C1=CC=C2C(=NC=NN21)NC(C(CC)CC)=O)C#N)COC(CC2=CC=CC=C2)=O)C(C)(C)C